NC1=C2C(=NC=N1)N(N=C2C#CC=2C=CC1=C(N=C(S1)C1CCC1)C2)[C@@H]2CN(CC2)C(C=C)=O (S)-1-(3-(4-amino-3-((2-cyclobutylbenzo[d]thiazol-5-yl)ethynyl)-1H-pyrazolo[3,4-d]pyrimidin-1-yl)pyrrolidin-1-yl)prop-2-en-1-one